(2-Chloro-6-methylpyridin-4-yl)-N-(cyclopropylmethyl)-methanamine ClC1=NC(=CC(=C1)CNCC1CC1)C